[N+](=O)([O-])C=1C=C2C(=CC(N(C2=CC1)CCN1C(CCC1=O)=O)=O)NC(C)C1=NC=CC=N1 1-[2-[6-nitro-2-oxo-4-(1-pyrimidin-2-ylethylamino)-1-quinolyl]ethyl]pyrrolidine-2,5-dione